3-[5-(4-bromophenyl)-1-[2-(trifluoromethyl)phenyl]pyrrol-2-yl]-N-[(3R)-1-methylpyrrolidin-3-yl]benzamide BrC1=CC=C(C=C1)C1=CC=C(N1C1=C(C=CC=C1)C(F)(F)F)C=1C=C(C(=O)N[C@H]2CN(CC2)C)C=CC1